p-butylcyclohexyl-acetic acid C(CCC)C1CCC(CC1)CC(=O)O